C(CCCC#C)C1=C(C(=O)O)C(=CC(=C1)OC1O[C@@H]([C@H]([C@@H]([C@H]1CO)O)O)O)O 2-(hex-5-yn-1-yl)-6-hydroxy-4-{[(3R,4R,5S,6S)-4,5,6-trihydroxy-3-(hydroxymethyl)oxan-2-yl]oxy}benzoic acid